C(C=C)(=O)N1CC2C3=C(N(N=C3CC1)C1=C(C=C(C=C1)CC(F)(F)F)O)CCN2C(=O)OC(C)(C)C tert-butyl 7-acryloyl-2-(2-hydroxy-4-(2,2,2-trifluoroethyl)phenyl)-2,3,4,5a,6,7,8,9-octahydro-5H-1,2,5,7-tetraazabenzo[cd]azulene-5-carboxylate